3-aminopropylmethylphosphonic acid NCCCCP(O)(O)=O